ClC1=CC=C(C=C1)C=1N=C2N(C=CC=C2)C1CN1CCN(CC1)C(=O)C1=NC(=CC=C1)OC1CCC1 (4-{[2-(4-chlorophenyl)imidazo[1,2-a]pyridine-3-yl]methyl}piperazin-1-yl)[6-(cyclobutyloxy)pyridine-2-yl]methanone